2-(3-Aminocyclopentyl)acetic acid ethyl ester C(C)OC(CC1CC(CC1)N)=O